benzyl-(4-nitrophenyl) carbonate C(OC1=C(C=C(C=C1)[N+](=O)[O-])CC1=CC=CC=C1)([O-])=O